C(C)[C@H]1NC2=C(OCC1)C(=NC(=N2)N)N2C[C@@H](CC2)NC (R)-8-Ethyl-4-((R)-3-(methylamino)pyrrolidin-1-yl)-6,7,8,9-tetrahydropyrimido[5,4-b][1,4]oxazepin-2-amine